2-(3,5-Difluorophenyl)-2-methylpropanenitrile FC=1C=C(C=C(C1)F)C(C#N)(C)C